1-((benzo[d]thiazol-2-ylamino)(5-chloro-1,3-dimethyl-1H-pyrazol-4-yl)methyl)naphthalen-2-ol S1C(=NC2=C1C=CC=C2)NC(C2=C(C=CC1=CC=CC=C21)O)C=2C(=NN(C2Cl)C)C